COC1=C(C=CC(=C1)OC)C1=C2C=CC=C3C=CC(C(C=C1)=C32)=O 7-(2,4-Dimethoxyphenyl)-1H-phenalen-1-one